C(CC)C1=NN=C2N1C=CC=C2C(F)(F)F 3-propyl-8-(trifluoromethyl)-[1,2,4]triazolo[4,3-a]pyridine